CCOC1=CC=C(C=C1)NC(=O)C The molecule is a member of the class of acetamides that is acetamide in which one of the hydrogens attached to the nitrogen is substituted by a 4-ethoxyphenyl group. It has a role as a non-narcotic analgesic, a peripheral nervous system drug and a cyclooxygenase 3 inhibitor. It is a member of acetamides and an aromatic ether. It derives from a N-phenylacetamide, a 4-ethoxyaniline and a paracetamol.